1-methyl-3-oxoisoindole-2-carboxylic acid tert-butyl ester C(C)(C)(C)OC(=O)N1C(C2=CC=CC=C2C1=O)C